OC=1C(=NC=CC1)OCC(=O)OCC Ethyl [(3-hydroxypyridin-2-yl)oxy]acetate